BrC=1C(=C(C=CC1C)C[C@@H](C(=O)OC)NC(=O)OC(C)(C)C)OCC1=CC=C(C=C1)OC methyl (2S)-3-{3-bromo-2-[(4-methoxyphenyl)methoxy]-4-methylphenyl}-2-[(tert-butoxycarbonyl)amino]propanoate